C(CCCCCCCCCCCCC)N.P(=O)(OCCCC)(OCCCC)O dibutyl phosphate tetradecylamine salt